N,N-dimethyl-3-oxo-3-(thiophen-2-yl)propanethioamide CN(C(CC(C=1SC=CC1)=O)=S)C